Nε-acryllysine C(=O)(C=C)NCCCC[C@H](N)C(=O)O